Benzyl N-{2,2-dicyclopropyl-1-[5-(4,4-difluoropiperidin-2-yl)-1H-imidazo[4,5-b]pyridin-2-yl]ethyl}carbamate C1(CC1)C(C(C=1NC=2C(=NC(=CC2)C2NCCC(C2)(F)F)N1)NC(OCC1=CC=CC=C1)=O)C1CC1